ClC=1C=C2C=CN(C2=C(C1)C1=C2C(=NC=C1)C=C(S2)CN2C(N(C=C(C2=O)C)CC)=O)CC2(CCNCC2)C#N 4-((5-chloro-7-(2-((3-ethyl-5-methyl-2,6-dioxo-3,6-dihydropyrimidin-1(2H)-yl)methyl)thieno[3,2-b]pyridin-7-yl)-1H-indol-1-yl)methyl)piperidine-4-carbonitrile